3-(2-((2-(3,5-dichlorophenyl)propan-2-yl)amino)-2-oxoethyl)-1-(4-hydroxy-4-methylcyclohexyl)azetidin ClC=1C=C(C=C(C1)Cl)C(C)(C)NC(CC1CN(C1)C1CCC(CC1)(C)O)=O